C(C)OC(=O)C=1C=C(NC1C1=C(C=CC=C1)[N+](=O)[O-])C1=CC=C(C=C1)C(F)(F)F 5-(2-Nitrophenyl)-2-(4-(trifluoromethyl)phenyl)Azole-4-carboxylic acid ethyl ester